2,2'-[Thianthrene-1,6-diylbis(methyleneoxy[1,1'-binaphthyl]-2',2-diyloxy)]bis(ethan-1-ol) C1(=CC=CC=2SC3=C(C=CC=C3SC12)COC1=C(C2=CC=CC=C2C=C1)C1=C(C=CC2=CC=CC=C12)OCCO)COC1=C(C2=CC=CC=C2C=C1)C1=C(C=CC2=CC=CC=C12)OCCO